CN1CCC1 1-methylazetidine